CN(C)\C=C\1/[C@H](N(CC1=O)C(=O)OC(C)(C)C)C(=O)OC 1-tert-butyl 2-methyl (2S,3E)-3-[(dimethylamino) methylidene]-4-oxopyrrolidine-1,2-dicarboxylate